Benzyl (2E)-3-[1-(2,6-dioxopiperidin-3-yl)-3-methyl-2-oxo-1,3-benzodiazol-5-yl]prop-2-enoate O=C1NC(CCC1N1C(N(C2=C1C=CC(=C2)/C=C/C(=O)OCC2=CC=CC=C2)C)=O)=O